3,7-dimethyl-octadien-1-ol CC(C=CO)=CCCC(C)C